O=C1N(CCN1C=1C=NC=C(C1)NC1=NC=C(C=C1)C1=CC=C(C=C1)N1C(CCC1)=O)CC1=CC=C(C=C1)NC(OC(C)(C)C)=O tert-butyl (4-((2-oxo-3-(5-((5-(4-(2-oxopyrrolidin-1-yl)phenyl)pyridin-2-yl)amino)pyridin-3-yl)imidazolidin-1-yl)methyl)phenyl)carbamate